3-[(Benzo[d][1,3]dioxol-4-yl)-oxy]-N-methyl-3-phenylpropylamine oxalate C(C(=O)O)(=O)O.O1COC2=C1C=CC=C2OC(CCNC)C2=CC=CC=C2